OC[C@H](C[C@H]1C(NCC1)=O)NC([C@H](CC(C)C)NC(OCC1=CC=C(C=C1)F)=O)=O 4-Fluorobenzyl ((S)-1-(((S)-1-hydroxy-3-((S)-2-oxopyrrolidin-3-yl)propan-2-yl)amino)-4-methyl-1-oxopentan-2-yl)carbamate